N-(4-(piperazin-1-yl)pyridin-2-yl)quinoxalin-2-amine N1(CCNCC1)C1=CC(=NC=C1)NC1=NC2=CC=CC=C2N=C1